C(C)OC(=O)C=1C=C2C3=C(NC2=CC1)N=CN=C3OCC3=CC=CC=C3.ClC=3C=C(C=C(C3O)C3=CC=CC=C3)C(C(C3=CC(=C(C(=C3)C3=CC=CC=C3)O)Cl)C3=CC(=C(C(=C3)C3=CC=CC=C3)O)Cl)C3=CC(=C(C(=C3)C3=CC=CC=C3)O)Cl 1,1,2,2-tetrakis(3-chloro-5-phenyl-4-hydroxyphenyl)ethane ethyl-4-(benzyloxy)-9H-pyrimido[4,5-b]indole-6-carboxylate